({[(2R,3S,4R,5R)-5-{2-chloro-6-[cis-(3-hydroxycyclopentyl)amino]-9H-purin-9-yl}-3,4-dihydroxyoxolan-2-yl]methoxy}methyl)phosphonic acid ClC1=NC(=C2N=CN(C2=N1)[C@H]1[C@@H]([C@@H]([C@H](O1)COCP(O)(O)=O)O)O)N[C@@H]1C[C@@H](CC1)O